pyrrolecarbonitrile N1C(=CC=C1)C#N